tetracontyl palmitoleate C(CCCCCCC\C=C/CCCCCC)(=O)OCCCCCCCCCCCCCCCCCCCCCCCCCCCCCCCCCCCCCCCC